OC=1C(NC=NC1C1C(C1)C1=CC=C(C=C1)C#CC1=CC=C(C=C1)CN[C@H]1CNCC1)=O 5-hydroxy-6-(2-(4-((4-((((R)-pyrrolidin-3-yl)amino)methyl)phenyl)ethynyl)phenyl)cyclopropyl)pyrimidin-4(3H)-one